FC=1C=C(C=CC1)C(C(=O)N1[C@H]([C@@H]2[C@H](C1)CCC2)C(=O)N[C@@H](C[C@H]2C(NCC2)=O)C(CF)=O)(F)F (1R,3aR,6aS)-2-(2-(3-fluorophenyl)-2,2-difluoroacetyl)-N-((S)-4-fluoro-3-oxo-1-((S)-2-oxopyrrolidin-3-yl)butan-2-yl)octahydrocyclopenta[c]pyrrole-1-carboxamide